bis(4-maleimidophenyl) Ether C1(C=CC(N1C1=CC=C(C=C1)OC1=CC=C(C=C1)N1C(C=CC1=O)=O)=O)=O